CN1CC(C1)C(=O)NCCCNC1=NC(=NC=C1C(F)(F)F)NC=1C(=NN(C1)C1CC2CCC(C1)N2C)C 1-methyl-N-(3-((2-((3-methyl-1-(8-methyl-8-azabicyclo[3.2.1]octan-3-yl)-1H-pyrazol-4-yl)amino)-5-(trifluoromethyl)pyrimidin-4-yl)amino)propyl)azetidine-3-carboxamide